C(C=C)(=O)N1C[C@@H](N(C[C@H]1C)C=1C2=C(N(C(N1)=O)C=1C(=NC=CC1C)C(C)C)N=C(C(=C2)Cl)C2=C(C=CC=C2)S(=O)(=O)C)C 4-((2S,5R)-4-acryloyl-2,5-dimethylpiperazin-1-yl)-6-chloro-1-(2-isopropyl-4-methylpyridin-3-yl)-7-(2-(methylsulfonyl)phenyl)pyrido[2,3-d]pyrimidin-2(1H)-one